N(=C=S)C1=CC(C(C=C1)C=CC=1C(=CC(=CC1)N=C=S)S(=O)(=O)O)S(=O)(=O)O 4,4'-diisothiocyanato-dihydro-stilbene-2,2'-disulfonic acid